BrC1=CC(=CC(=C1)CCCC)Br 1,3-dibromo-5-butylbenzene